ClC=1C(=NC=CC1)O[C@@H]1CN(CC1)C1=C(C=C(C(=O)N(C)OC)C=C1)C=COC (S)-4-(3-(3-chloropyridin-2-yloxy)pyrrolidin-1-yl)-N-methoxy-3-(2-methoxyvinyl)-N-methylbenzamide